(S)-1-(4'-Nitro-[1,1'-biphenyl]-4-yl)ethan-1-amine [N+](=O)([O-])C1=CC=C(C=C1)C1=CC=C(C=C1)[C@H](C)N